C1(=CC(=CC=C1)C=1OCC(N1)(C)C)C=1OCC(N1)(C)C 2,2'-m-phenylenebis(4,4-dimethyl-2-oxazoline)